(S)-N-(3-(5-aminopyrazin-2-yl)prop-2-yn-1-yl)-N-(2,4-difluoro-3-methylphenyl)-2-(6-methyl-4-(trifluoromethyl)pyridin-2-yl)isothiazolidine-3-carboxamide 1,1-dioxide NC=1N=CC(=NC1)C#CCN(C(=O)[C@H]1N(S(CC1)(=O)=O)C1=NC(=CC(=C1)C(F)(F)F)C)C1=C(C(=C(C=C1)F)C)F